C(C)(C)NC1=NC(=CC2=CN=C(C=C12)N[C@@H]1C[C@H](CC1)NCCOC)C#N 1-(isopropylamino)-7-(((1S,3S)-3-((2-methoxyethyl)amino)cyclopentyl)amino)-2,6-naphthyridine-3-carbonitrile